1-[(6-methoxy-3-pyridyl)methyl]-6-[3-(trifluoromethyl)phenyl]-3H-imidazo[4,5-b]pyridin-2-one COC1=CC=C(C=N1)CN1C(NC2=NC=C(C=C21)C2=CC(=CC=C2)C(F)(F)F)=O